C(C)(C)(C)OC(=O)N1CCC(CC1)C=1OC2=C(N1)C=CC(=C2)C2COC2 4-[6-(oxetan-3-yl)-1,3-benzoxazol-2-yl]piperidine-1-carboxylic acid tert-butyl ester